COC1=CC=C(CN2C(=NC3=C2C=CC=C3C3=CC=C(C=C3)C=3CCCCC3)C)C=C1 1-(4-methoxybenzyl)-2-methyl-4-(2',3',4',5'-tetrahydro-[1,1'-biphenyl]-4-yl)-1H-benzo[d]imidazole